O[C@@H](CN1C=NC(=C1C=1C=CC=2N(C1)C(=CN2)C(=O)N)C2=CC=C(C=C2)F)CO (S)-6-(1-(2,3-dihydroxypropyl)-4-(4-fluorophenyl)-1H-imidazol-5-yl)imidazo[1,2-a]pyridine-3-carboxamide